3-((3-(5-bromo-8-methyl-1,7-naphthyridin-2-yl)phenyl)ethynyl)-3-hydroxy-1-methylpyrrolidin-2-one BrC1=C2C=CC(=NC2=C(N=C1)C)C=1C=C(C=CC1)C#CC1(C(N(CC1)C)=O)O